(2-((1-methylpiperidin-4-yl)methoxy)pyridin-4-yl)methylamine CN1CCC(CC1)COC1=NC=CC(=C1)CN